N\C(=C/C(=O)OC(C)C)\C propan-2-yl (Z)-3-aminobut-2-enoate